BrC1=C(C=CC=C1)C1N(CCNC1=O)C1CC2(C1)CCN(CC2)C(=O)OC(C)(C)C Tert-butyl 2-(2-(2-bromophenyl)-3-oxopiperazin-1-yl)-7-azaspiro[3.5]nonane-7-carboxylate